butoxyethyl-4-(dimethylamino) benzoate CCCCOCCOC(=O)C1=CC=C(C=C1)N(C)C